OCCN1N=CC2=CC(=CC=C12)CN1CCC2(CC1)COC1=C3CN(C(C3=CC=C12)=O)C1C(NC(CC1)=O)=O 3-(1'-((1-(2-hydroxyethyl)-1H-indazol-5-yl)methyl)-6-oxo-6,8-dihydro-2H,7H-spiro[furo[2,3-e]isoindole-3,4'-piperidin]-7-yl)piperidine-2,6-dione